4-(2-(4-methoxyphenyl)hydrazino)-5,6-dihydropyridin-2(1H)-one COC1=CC=C(C=C1)NNC1=CC(NCC1)=O